(S)-6-(4-(methoxycarbonyl)phenyl)-4-(5-(difluoromethyl)pyrazin-2-yl)-3,6-dihydropyridine-1(2H)-Carboxylic acid benzyl ester C(C1=CC=CC=C1)OC(=O)N1CCC(=C[C@H]1C1=CC=C(C=C1)C(=O)OC)C1=NC=C(N=C1)C(F)F